NC1=CC=C(C=C1)N1CCN(CC1)C1CCN(CC1)C=1C=C2C(N(C(C2=CC1)=O)C1C(NC(CC1)=O)=O)=O 5-(4-(4-(4-aminophenyl)piperazin-1-yl)piperidin-1-yl)-2-(2,6-dioxopiperidin-3-yl)isoindoline-1,3-dione